5-(3-(2,5-dichloro-4,6-dimethylpyridin-3-yl)-1,2,4-oxadiazol-5-yl)-2,3-dimethoxy-1-nitrobenzene ClC1=NC(=C(C(=C1C1=NOC(=N1)C=1C=C(C(=C(C1)[N+](=O)[O-])OC)OC)C)Cl)C